6-Bromo-N-(3-methoxy-5-(1-(oxetan-3-yl)-1H-pyrazol-4-yl)phenyl)quinolin-4-amine BrC=1C=C2C(=CC=NC2=CC1)NC1=CC(=CC(=C1)C=1C=NN(C1)C1COC1)OC